FC(C=1C=C(C=CC1)[C@H](C)N)(F)F (S)-1-(3-(trifluoromethyl)phenyl)ethan-1-amine